NC=1C=2N(C3=CC(=CC=C3N1)C(=O)N(CC1=NC=C(C=C1)C(F)(F)F)[C@H](C)C1=NC=CC=N1)C(=NC2)C (R)-4-amino-1-methyl-N-(1-(pyrimidin-2-yl)ethyl)-N-((5-(trifluoromethyl)pyridin-2-yl)methyl)imidazo[1,5-a]quinoxaline-8-carboxamide